4-bromo-3,6-difluoro-2-iodoaniline BrC1=C(C(=C(N)C(=C1)F)I)F